COC(N(OC)C1=C(C=CC=C1)COC1=NN(C=C1)C1=CC=C(C=C1)Cl)=O methyl-N-(2-[1-(4-chlorophenyl)-1H-pyrazol-3-yl]oxymethylphenyl)-(N-methoxy)carbamate